sodium arsenit [As]([O-])([O-])[O-].[Na+].[Na+].[Na+]